NC1=NC=CC(=C1)NC1=NC(=C2N(C1=O)C1(NC2=O)CCCCC1)C 6'-((2-aminopyridin-4-yl)amino)-8'-methyl-2'H-spiro[cyclohexane-1,3'-imidazo[1,5-a]pyrazine]-1',5'-dione